BrC=1C=NC=C(C1)C(=C)CO[Si](C)(C)C(C)(C)C 3-bromo-5-(3-((tert-butyldimethylsilyl)oxy)prop-1-en-2-yl)pyridine